CC1=C2C3=C(NC2=CC=C1)C=NC=C3 5-methyl-9H-pyrido[3,4-b]Indole